4-[(2-methoxyethyl)thio]benzene COCCSC1=CC=CC=C1